4-(3,3-dimethylpiperazin-1-yl)-N-(7-fluoro-2,8-dimethylimidazo[1,2-a]pyridin-6-yl)-2,3-dihydro-1H-pyrrolo[2,3-b]pyridine-1-carboxamide 2,2,2-trifluoroacetate FC(C(=O)O)(F)F.CC1(CN(CCN1)C1=C2C(=NC=C1)N(CC2)C(=O)NC=2C(=C(C=1N(C2)C=C(N1)C)C)F)C